C1(CCCC1)CNC(C(=O)O)=O ((cyclopentylmethyl)amino)-2-oxoacetic acid